O1CCN(CC1)[C@@H]1CC[C@H](CC1)NC1=NC=NC=2NC3=CC(=CC=C3C21)C2=CC=NC=C2 N-(trans-4-morpholinocyclohexyl)-7-(pyridin-4-yl)-9H-pyrimido[4,5-b]indol-4-amine